C(C)(C)(C)OC(=O)N1CCC(CC1)C1=NC=C(C=C1)NC1C(NC(CC1)=O)=O.Cl.N1CCC(CC1)C1=CC=C(C=N1)NC1C(NC(CC1)=O)=O 3-((6-(piperidin-4-yl)pyridin-3-yl)amino)piperidine-2,6-dione hydrochloride Tert-butyl-4-(5-((2,6-dioxopiperidin-3-yl)amino)pyridin-2-yl)piperidine-1-carboxylate